(S)-1-(2-(6-fluoro-1H-indole-3-carbonyl)thiazol-4-yl)propyl 4-(dimethylamino)butanoate hydrochloride Cl.CN(CCCC(=O)O[C@@H](CC)C=1N=C(SC1)C(=O)C1=CNC2=CC(=CC=C12)F)C